4-(6-(N-(6-(2,6-dimethylphenyl)-4-(trifluoromethyl)pyridin-2-yl)sulfamoyl)pyridin-2-yl)piperazine-1-carboxylic acid tert-butyl ester C(C)(C)(C)OC(=O)N1CCN(CC1)C1=NC(=CC=C1)S(NC1=NC(=CC(=C1)C(F)(F)F)C1=C(C=CC=C1C)C)(=O)=O